tert-butyl 3-(3-((tert-butoxycarbonyl)amino)prop-1-yn-1-yl)-6-cyano-1H-indole-1-carboxylate C(C)(C)(C)OC(=O)NCC#CC1=CN(C2=CC(=CC=C12)C#N)C(=O)OC(C)(C)C